COC1=CC=C(C=C1)C1CC(=NO1)C1=CC=C(C=C1)NC(OC(C)(C)C)=O tert-butyl (4-(5-(4-methoxyphenyl)-4,5-dihydroisoxazol-3-yl)phenyl)carbamate